FC1=CC=C(C(=O)N2C(C=3N(CC2)C(=NC3N3C(C[C@H](C3)O)=O)C3=NC(=NS3)C)C)C=C1 (R)-1-(7-(4-fluorobenzoyl)-8-methyl-3-(3-methyl-1,2,4-thiadiazol-5-yl)-5,6,7,8-tetrahydroimidazo[1,5-a]pyrazin-1-yl)-4-hydroxypyrrolidin-2-one